2'-(9H-carbazol-9-yl)-N-phenyl-[1,1'-biphenyl]-4-amine C1=CC=CC=2C3=CC=CC=C3N(C12)C1=C(C=CC=C1)C1=CC=C(C=C1)NC1=CC=CC=C1